5-bromo-1-methyl-2-oxo-1,2-dihydropyridine-3-carbonitrile BrC=1C=C(C(N(C1)C)=O)C#N